O=C1N(C(C2=CC=CC=C12)=O)CC1=C(C=C(C#N)C=C1)CCCO 4-[(1,3-dioxoisoindolin-2-yl)methyl]-3-(3-hydroxypropyl)benzonitrile